1-(1-(1-((1-(4-(4-(3-Amino-6-(2-hydroxyphenyl)pyridazin-4-yl)morpholin-2-yl)-2,5-dimethylbenzoyl)piperidin-4-yl)methyl)piperidin-4-yl)-2-methyl-1H-indol-4-yl)dihydropyrimidine NC=1N=NC(=CC1N1CC(OCC1)C1=CC(=C(C(=O)N2CCC(CC2)CN2CCC(CC2)N2C(=CC3=C(C=CC=C23)N2CNCC=C2)C)C=C1C)C)C1=C(C=CC=C1)O